selenium-strontium-zinc [Zn].[Sr].[Se]